dibutyltin dineodecanate C(CCCCCC(C)(C)C)(=O)[O-].C(CCCCCC(C)(C)C)(=O)[O-].C(CCC)[Sn+2]CCCC